C(C)OCC(C(=C)C)C(C=C)(C)C 3-(ethoxymethyl)-2,4,4-trimethyl-hexa-1,5-diene